C1=CC2=C(C=C1Br)NC=C2C[C@@H](C(=O)[O-])[NH3+] The molecule is the L-alpha-amino acid zwitterion that results from the transfer of a proton from the carboxylic acid group to the alpha-amino group of L-6'-bromotryptophan. The major species at pH 7.3. It is a L-alpha-amino acid zwitterion and an aromatic L-alpha-amino acid zwitterion. It is a tautomer of a L-6'-bromotryptophan.